(4-cyclopropyl-6-methoxypyrimidin-5-yl)-9-fluoro-4-(4-(1-methyl-4-(trifluoromethyl)-1H-imidazol-2-yl)benzyl)-5,6-dihydro-4H-pyrrolo[3,2,1-de]pteridine C1(CC1)C1=NC=NC(=C1C=1N=C2N(CCN3C2=C(N1)C(=C3)F)CC3=CC=C(C=C3)C=3N(C=C(N3)C(F)(F)F)C)OC